C(C)(=O)N1CCC(CC1)C1=CC2=C(N=CN=C2O)N(C1=O)C 6-(1-acetyl-4-piperidinyl)-4-hydroxy-8-methyl-pyrido[2,3-d]Pyrimidin-7-one